[Cl-].C(CCCCCCC)[N+](CC)(CC)CC octyltriethyl-ammonium chloride